OCCNC1=C(C)C(=CC=C1)NCCO 2,6-bis(β-hydroxyethylamino)toluene